8-C-Galactosylluteolin C1([C@H](O)[C@@H](O)[C@@H](O)[C@H](O1)CO)C1=C(C=C(C=2C(C=C(OC12)C1=CC(O)=C(O)C=C1)=O)O)O